FC=1C=C2C=C(NC2=C(C1)CC(C)(C)C)CN1C(C(=CC=C1)NC([C@H](CC\C=C\C(N1CCCC1)=O)NC(OC)=O)=O)=O methyl (S,E)-(1-((1-((5-fluoro-7-neopentyl-1H-indol-2-yl)methyl)-2-oxo-1,2-dihydropyridin-3-yl)amino)-1,7-dioxo-7-(pyrrolidin-1-yl)hept-5-en-2-yl)carbamate